BrC1=CC(N(C=C1C1=C2COCC2=CC=C1)C)=O 4-bromo-5-(1,3-dihydroisobenzofuran-4-yl)-1-methylpyridin-2(1H)-one